1-(4-bromo-5-fluoro-2-hydroxy-phenyl)ethanone BrC1=CC(=C(C=C1F)C(C)=O)O